(6'-Hydroxy-8'-oxo-2'-phenyl-8'H-spiro[cyclopentane-1,5'-indolizine]-7'-carbonyl)glycine OC=1C2(N3C=C(C=C3C(C1C(=O)NCC(=O)O)=O)C1=CC=CC=C1)CCCC2